FC1(CCC(CC1)NC=1N=C(C2=C(N1)NC=C2C=2C=CC=1N(N2)C=CN1)OC)F N-(4,4-difluorocyclohexyl)-5-(imidazo[1,2-b]pyridazin-6-yl)-4-methoxy-7H-pyrrolo[2,3-d]pyrimidin-2-amine